C[C@]12CC3(CC(C[C@@](C1)(C3)C)C2)NC(NC2=C(C=C(C(=O)N3CC(CCC3)C(=O)O)C=C2)F)=O 1-(4-{3-[(1r,3R,5S,7r)-3,5-dimethyladamantan-1-yl]ureido}-3-fluorobenzoyl)piperidine-3-carboxylic acid